6-trifluoromethylaniline FC(C1=CC=CC=C1N)(F)F